2,2-Difluoro-2-(perylene-3-yl)acetic acid FC(C(=O)O)(C=1C=CC=2C=3C=CC=C4C=CC=C(C5=CC=CC1C52)C43)F